F[P-](F)(F)(F)(F)F.CN(C)C(N(C)C)=[N+]1N=[N+](C2=NC=CC=C21)[O-] bis(dimethylamino)methylene-1H-1,2,3-triazolo[4,5-b]pyridinium 3-oxid hexafluorophosphate